N-((R)-1-(3-(difluoromethyl)-2-fluorophenyl)ethyl)-1-(6,6-difluorospiro[3.3]heptan-2-yl)-4-(((3S,4R)-3-fluoro-1-methylpiperidin-4-yl)amino)-6-oxo-1,6-dihydropyridine-3-carboxamide FC(C=1C(=C(C=CC1)[C@@H](C)NC(=O)C1=CN(C(C=C1N[C@H]1[C@H](CN(CC1)C)F)=O)C1CC2(C1)CC(C2)(F)F)F)F